(5R,8S)-methyl 3,5-difluoro-8-hydroxy-5,6,7,8-tetrahydro-quinoline-5-carboxylate FC=1C=NC=2[C@H](CC[C@@](C2C1)(C(=O)OC)F)O